[5-methyl-3-[7-morpholino-5-(3-phenylpyrazol-1-yl)pyrazolo[1,5-a]pyrimidin-2-yl]pyrazol-1-yl]-(4-methylpiperazin-1-yl)methanone CC1=CC(=NN1C(=O)N1CCN(CC1)C)C1=NN2C(N=C(C=C2N2CCOCC2)N2N=C(C=C2)C2=CC=CC=C2)=C1